2-(6-Oxa-1-azaspiro[3.3]hept-1-yl)quinazolin-6-carbaldehyde N1(CCC12COC2)C2=NC1=CC=C(C=C1C=N2)C=O